2-(methylamino)acetonitrile hydrochloride Cl.CNCC#N